ClC=1C=C(N)C=C(C1OC=1C=CC2=C(N(C=N2)CC)C1)Cl 3,5-dichloro-4-((1-ethyl-1H-benzo[d]imidazol-6-yl)oxy)aniline